NC1=CC(=C(C(=C1)F)N1CCC(CC1)CO)F (1-(4-amino-2,6-difluorophenyl)piperidin-4-yl)methanol